2'-deoxy cytidine-3'-phosphate P(=O)(O)(O)O[C@H]1C[C@@H](O[C@@H]1CO)N1C(=O)N=C(N)C=C1